O[C@@H]([C@@H](C(=O)N[C@@H](CC(C)C)B1OC([C@](O1)(CC(=O)NC)CC(=O)O)=O)NC(C1=NC(=CC=C1)C1=CC=CC=C1)=O)C 2-((S)-2-((R)-1-((2S,3R)-3-hydroxy-2-(6-phenylpicolinamido)butanamido)-3-methylbutyl)-4-(2-(methylamino)-2-oxoethyl)-5-oxo-1,3,2-dioxaborolan-4-yl)acetic acid